1-(4-Fluorophenyl)-6-methyl-2-oxo-5-(prop-1-en-2-yl)-1,2-dihydropyridine-3-carboxylic acid FC1=CC=C(C=C1)N1C(C(=CC(=C1C)C(=C)C)C(=O)O)=O